7-butyl-5-[(3-methoxyphenyl)methyl]-5H,6H,7H,8H,9H,10H-cyclohepta[b]indole-4-carboxylic acid C(CCC)C1CCCC2=C(N(C3=C(C=CC=C23)C(=O)O)CC2=CC(=CC=C2)OC)C1